N-(2'-(4-methylpiperidin-1-yl)-[3,4'-bipyridin]-6-yl)-2-(p-tolyl)acetamide CC1CCN(CC1)C1=NC=CC(=C1)C=1C=NC(=CC1)NC(CC1=CC=C(C=C1)C)=O